OC1=C(C=C(C2=CC=CC=C12)S(NC1=CC=CC=C1)(=O)=O)C(=O)O 1-hydroxy-4-(N-phenylsulfamoyl)-2-naphthoic acid